O1C=NCC1 racemic-oxazoline